C(C)(C)(C)[Si](N1[C@@H](CC1=O)C=O)(C1=CC=CC=C1)C1=CC=CC=C1 (2S)-1-[tert-butyl-(diphenyl)silyl]-4-oxoazetidine-2-carbaldehyde